C(C1=CC=CC=C1)(=O)O[Sn]1(OCCN(CC(O1)C)CCCC)OC(C1=CC=CC=C1)=O 6-butyl-4-methyl-1,3,6,2-dioxazastannocane-2,2-diyl dibenzoate